1-(tert-butyl) 6-methyl 1H-pyrrolo[3,2-b]pyridine-1,6-dicarboxylate N1(C=CC2=NC=C(C=C21)C(=O)OC)C(=O)OC(C)(C)C